CC1=NC(=CC(=C1)CN1N=C2C3=C(CCC2=C1)OC(=C3C)C(=O)O)C 2-[(2,6-dimethylpyridin-4-yl)methyl]-8-methyl-4,5-dihydro-2H-furo[2,3-g]indazole-7-carboxylic acid